FC1(C(N(C2=C(O1)C=C(C(=C2)C2=C(C(=C(C(=C2)F)F)F)F)F)CC(=O)N2CC(C2)C(=O)OC)=O)F methyl 1-(2-(2,2,7-trifluoro-3-oxo-6-(2,3,4,5-tetrafluorophenyl)-2,3-dihydro-4H-benzo[b][1,4]oxazin-4-yl)acetyl)azetidine-3-carboxylate